CC1(CC1)NC(O[C@@H]1CO[C@@H](C1)C1=CC(=NN1)NC(CC1=CC(=NO1)C)=O)=O cis-5-(3-(2-(3-methylisoxazol-5-yl) acetamido)-1H-pyrazol-5-yl)tetrahydrofuran-3-yl (1-methylcyclopropyl)carbamate